4-Ethyl-7-propoxy-8-(1,2,3,4-tetrahydroquinolin-1-carbonyl)-2H-chromen-2-one C(C)C1=CC(OC2=C(C(=CC=C12)OCCC)C(=O)N1CCCC2=CC=CC=C12)=O